FC(C(C(C(S(=O)(=O)[O-])(F)F)(F)F)(F)F)(F)F.COC=1C=C2C=CC(=CC2=CC1)C(=O)C1=CC=C(C=C1)[S+](C)C 4-(6-methoxynaphthalen-2-ylcarbonyl)phenyldimethylsulfonium nonafluorobutanesulfonate